ClC1=C(OC=2N=NC(=CC2C(=O)NC2=CC(NC=C2)=O)C(F)(F)F)C=CC(=C1)F 3-(2-chloro-4-fluoro-phenoxy)-N-(2-oxo-1H-pyridin-4-yl)-6-(trifluoromethyl)pyridazine-4-carboxamide